C(C)(C)(C)C1=C(C(=C(C(=C1)C)CN1C(N(C(N(C1=O)CC1=C(C(=C(C=C1C)C(C)(C)C)O)C)=O)CC1=C(C(=C(C=C1C)C(C)(C)C)O)C)=O)C)O tris[(4-tert-butyl-3-hydroxy-2,6-dimethylphenyl)methyl]-1,3,5-triazine-2,4,6-trione